CC1(CC1)NC(O[C@H]1CO[C@H](C1)C1=CC(=NN1)NC(=O)C1=CC(=NN1C)C(C(F)(F)F)OC)=O (3R,5R)-5-(3-(1-methyl-3-(2,2,2-trifluoro-1-methoxyethyl)-1H-pyrazole-5-carboxamido)-1H-pyrazol-5-yl)tetrahydrofuran-3-yl (1-methylcyclopropyl)carbamate